(E)-1-(2,6,6-trimethyl-1-cyclohexenyl)but-2-en CC1=C(C(CCC1)(C)C)C\C=C\C